tert-butyl N-[6-[2-(2-aminopyrimidin-4-yl)phenyl]hexyl]carbamate NC1=NC=CC(=N1)C1=C(C=CC=C1)CCCCCCNC(OC(C)(C)C)=O